C1C(CC12CCNCC2)C(=O)O 7-azaspiro[3.5]nonane-2-carboxylic acid